7-bromo-5-hydroxybenzofuran-3(2H)-one oxime BrC1=CC(=CC=2C(COC21)=NO)O